N,N'-bis(3-aminopropyl) ethylenediamine tert-butyl rel-(3aR,5r,6aS)-5-hydroxyhexahydrocyclopenta[c]pyrrole-2(1H)-carboxylate OC1C[C@@H]2[C@@H](CN(C2)C(=O)OC(C)(C)C)C1.NCCCNCCNCCCN |o1:3,4|